CN1C(C(=C(C=C1)[O-])NC(N[C@@H](CC(=O)[O-])C1=CC(=CC=C1)C=1SC=CN1)=O)=O.[Na+].[Na+] Natrium (S)-3-(3-(1-Methyl-4-oxido-2-oxo-1,2-dihydropyridin-3-yl)ureido)-3-(3-(thiazol-2-yl)phenyl)propanoat